ethyl 3-((2,5-dichlorobenzamido)methyl)-5-methyl-4,5-dihydroisoxazole-5-carboxylate ClC1=C(C(=O)NCC2=NOC(C2)(C(=O)OCC)C)C=C(C=C1)Cl